thioglycin NCC(=S)O